ClC1=CC=C(C=C1)S(=O)(=O)O 4-chlorobenzenesulphonic acid